4-Isopropyl-2,2-dimethyl-9-phenethyl-1-oxa-4,9-diazaspiro[5.5]undecan C(C)(C)N1CC(OC2(C1)CCN(CC2)CCC2=CC=CC=C2)(C)C